[O-]CCCC.[O-]CCCC.[Zn+2] zinc dibutoxide